4-(tert-butyl)-N-(6-(1-methyl-1H-indazol-5-yl)-5-(2H-tetrazol-5-yl)pyrid-3-yl)piperidine-1-carboxamide C(C)(C)(C)C1CCN(CC1)C(=O)NC=1C=NC(=C(C1)C=1N=NNN1)C=1C=C2C=NN(C2=CC1)C